(3-chloropropoxy)-2,2'-dimethyl-[1,1'-biphenyl] ClCCCOC=1C(=C(C=CC1)C1=C(C=CC=C1)C)C